(S)-3-(3,3-Difluorocyclobutyl)-N-((S)-1-(3-(Difluoromethoxy)phenyl)butyl)-3-hydroxypropanamid FC1(CC(C1)[C@H](CC(=O)N[C@@H](CCC)C1=CC(=CC=C1)OC(F)F)O)F